1-chloro-4-((4-methoxyphenyl)ethynyl)benzene ClC1=CC=C(C=C1)C#CC1=CC=C(C=C1)OC